N1(C=NC=C1)CC1=CC=C(C=C1)N 4-Imidazol-1-ylmethylphenylamine